FC1=C2CN(C(C2=CC(=C1C)CC1=CC=C(C=C1)C1=NN(C=C1)C)=O)[C@@H]1[C@H](CCC1)O 4-fluoro-2-((1S,2S)-2-hydroxycyclopentyl)-5-methyl-6-(4-(1-methyl-1H-pyrazol-3-yl)benzyl)isoindolin-1-one